tert-butyl (3-((2-chloro-5-((phenylamino)methyl)pyrimidin-4-yl)amino)phenyl)carbamate ClC1=NC=C(C(=N1)NC=1C=C(C=CC1)NC(OC(C)(C)C)=O)CNC1=CC=CC=C1